2-(6-fluoropyridin-2-yl)acrylamide FC1=CC=CC(=N1)C(C(=O)N)=C